ClC1=C(C=CC(=N1)NN1C(C(=C(C1=O)C)COCCC(C)(C)C)=O)C(F)(F)F 1-((6-chloro-5-(trifluoromethyl)pyridin-2-yl)amino)-3-((3,3-dimethylbutoxy)methyl)-4-methyl-1H-pyrrole-2,5-dione